(E)-4-(tert-Butoxycarbonylamino)2-fluoro-but-2-enoic acid C(C)(C)(C)OC(=O)NC/C=C(\C(=O)O)/F